4-((2-Boc-2-(4-methoxybenzyl)hydrazino)methyl)-N-isopropylbenzamide C(=O)(OC(C)(C)C)N(NCC1=CC=C(C(=O)NC(C)C)C=C1)CC1=CC=C(C=C1)OC